Cl.Cl.FC1=NNC=C1C=1C=CC(=C(C1)O)C1=CN=C(N=N1)N1C[C@H]2[C@@H](CC1)N(CC2)C 5-(3-fluoro-1H-pyrazol-4-yl)-2-{3-[(3as,7ar)-1-methyl-octahydro-5H-pyrrolo[3,2-c]pyridin-5-yl]-1,2,4-triazin-6-yl}phenol dihydrochloride